4-(2-(5-fluoropyridin-2-yl)-5,5-dimethyl-5,6-dihydro-4H-pyrrolo[1,2-b]pyrazol-3-yl)-1H-pyrazolo[3,4-b]pyridine FC=1C=CC(=NC1)C=1C(=C2N(N1)CC(C2)(C)C)C2=C1C(=NC=C2)NN=C1